C12=C(C=CC=C2CC1)[C@H]1[C@H](C2=CC=C(C=C2CC1)O)C1=CC=C(C=C1)N1CCC(CC1)C=O 1-(4-((1S,2R)-2-(bicyclo[4.2.0]octa-1,3,5-trien-2-yl)-6-hydroxy-1,2,3,4-tetrahydronaphthalen-1-yl)phenyl)piperidine-4-carbaldehyde